1-(4-diethylaminophenyl)-1-phenylethene C(C)N(C1=CC=C(C=C1)C(=C)C1=CC=CC=C1)CC